C(C)OC(=O)C1=C(SC(=C1C)Br)N(C(=O)OCC)CC1=C(C=CC=C1F)F 5-bromo-2-((2,6-difluorobenzyl)(ethoxycarbonyl)amino)-4-methylthiophene-3-carboxylic acid ethyl ester